benzyl (2S)-4-[7-chloro-8-fluoro-2-[[(2S,4R)-4-fluoro-1-methyl-pyrrolidin-2-yl]methoxy]pyrido[4,3-d]pyrimidin-4-yl]-2-(cyanomethyl)piperazine-1-carboxylate ClC1=C(C=2N=C(N=C(C2C=N1)N1C[C@@H](N(CC1)C(=O)OCC1=CC=CC=C1)CC#N)OC[C@H]1N(C[C@@H](C1)F)C)F